N-{3-[5-(2-fluoro-4-iodophenylamino)-3,6,8-trimethyl-2,4,7-trioxo-3,4,6,7-tetrahydro-2H-pyrido[4,3-d]pyrimidin-1-yl]phenyl}methanesulfonamide sodium salt [Na].FC1=C(C=CC(=C1)I)NC=1N(C(C(=C2N(C(N(C(C21)=O)C)=O)C=2C=C(C=CC2)NS(=O)(=O)C)C)=O)C